tert-butyl (2R,3R)-2-({[tert-butyl(dimethyl)silyl]oxy}methyl)-3-hydroxy-3-methylpiperidine-1-carboxylate [Si](C)(C)(C(C)(C)C)OC[C@H]1N(CCC[C@@]1(C)O)C(=O)OC(C)(C)C